(R)-1-fluoro-2-[8-(5-{[(5-fluoro-2,3-dihydro-1-benzofuran-4-yl)methyl]Amino}-[1,2,4]Triazolo[4,3-c]Pyrimidin-8-yl)-[1,2,4]Triazolo[1,5-a]Pyridin-5-yl]Propane-2-ol FC[C@](C)(O)C1=CC=C(C=2N1N=CN2)C=2C=1N(C(=NC2)NCC2=C(C=CC3=C2CCO3)F)C=NN1